C1(=CC=CC=C1)C#CC1(CCCCC1)O 1-(phenylethynyl)cyclohexane-1-ol